N-[3-[(2,3-dihydroxypropyl)(3-decyloxypropyl)amino]propyl]myristamide OC(CN(CCCNC(CCCCCCCCCCCCC)=O)CCCOCCCCCCCCCC)CO